7-fluoro-1-(4-fluorophenyl)-1,2,3,4-tetrahydroquinoxaline FC1=CC=C2NCCN(C2=C1)C1=CC=C(C=C1)F